O1[C@H](COC2=C1C=CC=C2)C2=CC=C(CN(CC)CC=1C=C(C(=O)O)C=CC1)C=C2 3-{[{4-[(2S)-2,3-dihydro-1,4-benzodioxin-2-yl]benzyl}(ethyl)amino]methyl}benzoic acid